ClC1=C(C=C(C=C1)C([C@H](O)[C@@H](O)[C@H](O)[C@H](O)CO)O)CC1=CC=C(C=C1)O[C@@H]1COCC1 1-(4-chloro-3-{4-[(3S)-tetrahydrofuran-3-oxy]benzyl}phenyl)-D-glucitol